CC(C)C1OCC(CO1)C(=O)O 2-(1-methylethyl)-1,3-dioxane-5-carboxylic acid